S(SC1=CC=CC(=N1)C1=NC(=NC(=N1)N[C@@H](C(F)(F)F)C)N[C@@H](C(F)(F)F)C)C1=CC=CC(=N1)C1=NC(=NC(=N1)N[C@@H](C(F)(F)F)C)N[C@@H](C(F)(F)F)C 6,6'-disulfanediylbis(pyridine-6,2-diyl)bis(N2,N4-bis((R)-1,1,1-trifluoropropan-2-yl)-1,3,5-triazine-2,4-diamine)